C(C)(C)(C)OC(COC1=C(C=C(C=C1)C(N/C(=N\C=1C(=C2C=NN(C2=CC1)C1OCCCC1)Cl)/SC)=O)OC)=O 2-[4-[[(E)-N-(4-chloro-1-tetrahydropyran-2-yl-indazol-5-yl)-C-methylsulfanyl-carboimidoyl]carbamoyl]-2-methoxy-phenoxy]acetic acid tert-butyl ester